N-Benzyl-7-isopropyl-2-oxazolidin-3-yl-imidazo[2,1-f][1,2,4]triazin C(C1=CC=CC=C1)N1N2C(C=NC1N1COCC1)=NC=C2C(C)C